N-Undecylbenzothiazolium C(CCCCCCCCCC)[N+]1=CSC2=C1C=CC=C2